2-amino-N-(1-(4-chloro-7-ethoxy-2-(2-methoxyethyl)-2H-indazol-6-yl)ethyl)pyrazolo[1,5-a]pyrimidine-3-carboxamide trifluoroacetate FC(C(=O)O)(F)F.NC1=NN2C(N=CC=C2)=C1C(=O)NC(C)C=1C=C(C2=CN(N=C2C1OCC)CCOC)Cl